decanoyl-ethanolamine C(CCCCCCCCC)(=O)C(O)CN